2,3-dihydro-3,5-distearoyloxy-6-methyl-4H-pyran-4-one C(CCCCCCCCCCCCCCCCC)(=O)OC1COC(=C(C1=O)OC(CCCCCCCCCCCCCCCCC)=O)C